(benzotriazole-1-yloxy)-tris-(dimethylamino)phosphonium hexafluorophosphate F[P-](F)(F)(F)(F)F.N1(N=NC2=C1C=CC=C2)O[P+](N(C)C)(N(C)C)N(C)C